O1C2OC3=C(OC=CC=C31)C2 methano[1,3]dioxolo-[4,5-c]oxepin